CC=1N(C(=CC1)C)C=1C=C(C=CC1)[C@H](CC(=O)[O-])NC(=O)NC=1C(N(C=C(C1[O-])C)C)=O.[Na+].[Na+] sodium (S)-3-(3-(2,5-dimethyl-1H-pyrrol-1-yl)phenyl)-3-(3-(1,5-dimethyl-4-oxido-2-oxo-1,2-dihydropyridin-3-yl)ureido)propanoate